S(=O)(=O)(OC[C@H]([C@H]([C@@H]([C@H](C(=O)NCCCOCC(CCCC)CC)O)O)O)O)[O-].[Na+] Sodium (2R,3R,4S,5R)-6-((3-((2-ethylhexyl)oxy)propyl) amino)-2,3,4,5-tetrahydroxy-6-oxohexyl sulfate